OC(COC(CCCCCCCCCCCCCCCCC)=O)CO.[C@H]12OC[C@H](N(C1)C1=NC=3N(C=C1)N=CC3C(=O)NC3=C(C=C(C=C3)N3CCC(CC3)CO)Cl)C2 5-((1R,4R)-2-oxa-5-azabicyclo[2.2.1]heptane-5-yl)-N-(2-chloro-4-(4-(hydroxymethyl)Piperidin-1-yl)phenyl)pyrazolo[1,5-a]pyrimidine-3-carboxamide 2,3-dihydroxyprop-1-yl-stearate